1,4-bis(4-aminophenoxy)nonane NC1=CC=C(OCCCC(CCCCC)OC2=CC=C(C=C2)N)C=C1